C(C)(C)(C)C1CCN(CC1)C(=O)C1(CCCC1)NC1=C(C#N)C=CC=C1 ((1-(4-(tert-butyl)piperidine-1-carbonyl)cyclopentyl)amino)benzonitrile